4-(4-((4,4-dimethylpiperidin-1-yl)methyl)phenyl)-1,4,9-triazaspiro[5.5]undecan-2-one CC1(CCN(CC1)CC1=CC=C(C=C1)N1CC(NC2(C1)CCNCC2)=O)C